FC1=CC(=C(OC2=C(C(=O)NC3=CC(=C(C=C3)F)CONC(=N)N)C=C(C=C2)C(F)(F)F)C=C1)C 2-(4-fluoro-2-methylphenoxy)-N-(4-fluoro-3-((guanidinooxy)methyl)phenyl)-5-(trifluoromethyl)benzamide